C(C=C)(=O)N1[C@H](CN(CC1)C1=NC(=NC=2C[C@@H](CCC12)N1CCCC2=CC=C(C=C12)Cl)OC[C@H]1N(CCC1)C)CC#N 2-((S)-1-Acryloyl-4-((R)-7-(7-chloro-3,4-dihydroquinolin-1(2H)-yl)-2-(((S)-1-methylpyrrolidin-2-yl)methoxy)-5,6,7,8-tetrahydroquinazolin-4-yl)piperazin-2-yl)acetonitrile